(5-(tetrahydrofuran-3-yl)pyridin-3-yl)methanol O1CC(CC1)C=1C=C(C=NC1)CO